1,11-diamino-4,8-diazaundecane NCCCNCCCNCCCN